4-(4-(4-(1-(bicyclo[1.1.1]pentan-1-ylmethyl)-1H-1,2,3-triazol-4-yl)phenyl)-2-oxopyridin-1(2H)-yl)-N-hydroxy-2-methyl-2-(methylsulfonyl)butanamide C12(CC(C1)C2)CN2N=NC(=C2)C2=CC=C(C=C2)C2=CC(N(C=C2)CCC(C(=O)NO)(S(=O)(=O)C)C)=O